ClC1=CC(=NC=C1[N+](=O)[O-])C(F)(F)F 4-chloro-5-nitro-2-(trifluoromethyl)pyridine